methylcyclohexyl-bis(ethoxymethyl)silane ethyl-methacrylate C(C)OC(C(=C)C)=O.C[Si](COCC)(COCC)C1CCCCC1